C1(=CC=C(C=C1)C=1C2=CC=CC=C2C(=C2C=CC=CC12)Br)C1=CC=CC=C1 9-(4-biphenylyl)-10-bromoanthracene